7,7-dimethyl-8-methylene-1,4-dioxaspiro[4.5]decane CC1(CC2(OCCO2)CCC1=C)C